C(C)(C)(C)OC(CN1CCC(CC1)C1=NC=C(C=C1)NC1C(NC(CC1)=O)=O)=O [4-[5-[(2,6-dioxo-3-piperidyl)amino]-2-pyridinyl]-1-piperidinyl]acetic acid tert-butyl ester